3',6'-dihydro-[3,4'-bipyridine]-1'(2'H)-formate N1=CC(=CC=C1)C=1CCN(CC1)C(=O)[O-]